6-fluoro-5-methoxy-3-methylbenzo[d]isoxazole FC1=CC2=C(C(=NO2)C)C=C1OC